methyl-1-((3,6-dihydro-2H-pyran-4-yl)methyl)-1H-pyrrole CC=1N(C=CC1)CC=1CCOCC1